COC1=C(OC=2C=C(C=C(C2C1=O)O)O)C1=CC(O)=C(O)C=C1 O-methyl-quercetin